(R)-N-((3-cyano-5-fluoro-4-((4-(3-fluoroazetidin-1-yl)-1-((4-fluorophenyl)thio)butan-2-yl)amino)phenyl)sulfonyl)-4-methyl-2-oxabicyclo[2.1.1]hexane-1-carboxamide C(#N)C=1C=C(C=C(C1N[C@@H](CSC1=CC=C(C=C1)F)CCN1CC(C1)F)F)S(=O)(=O)NC(=O)C12OCC(C1)(C2)C